OC1=C(C=CC=C1)C(C=CC1=CC=C(C=C1)[N+](=O)[O-])=O 1-(2-Hydroxyphenyl)-3-(4-nitrophenyl)prop-2-en-1-one